ethyl 1-(2-bromo-4-chlorophenyl)-4-trifluoromethyl-1H-1,2,3-triazole-5-carboxylate BrC1=C(C=CC(=C1)Cl)N1N=NC(=C1C(=O)OCC)C(F)(F)F